4-[4-[[4-chloro-3-(trifluoromethyl)phenyl]carbamoyl-amino]phenoxy]-N-methyl-pyridine-2-carboxamide ClC1=C(C=C(C=C1)NC(=O)NC1=CC=C(OC2=CC(=NC=C2)C(=O)NC)C=C1)C(F)(F)F